4,6-Diisopropoxybenzo[b]thiophene-2-carboxylic acid methyl ester COC(=O)C1=CC2=C(S1)C=C(C=C2OC(C)C)OC(C)C